6-chloro-5'-(5-chloro-2-methylphenyl)-2'-(4-(dimethylamino)-2-methoxyphenyl)-3'-isopropyl-3'H-spiro[indoline-3,4'-pyrrolo[3,4-d]imidazole]-2,6'(5'H)-dione ClC1=CC=C2C(=C1)NC(C21N(C(C=2N=C(N(C21)C(C)C)C2=C(C=C(C=C2)N(C)C)OC)=O)C2=C(C=CC(=C2)Cl)C)=O